2-fluoro-5-hydroxy-4-methylbenzoic acid FC1=C(C(=O)O)C=C(C(=C1)C)O